CC1(C2N(C=3C=CC(=CC13)S(=O)(=O)C)CCO2)C 9,9-dimethyl-7-(methylsulfonyl)-2,3-dihydro-oxazolo[3,2-a]indol